di(methallyl) maleate C(\C=C/C(=O)OCC(C)=C)(=O)OCC(C)=C